FC=1C(=C(C=O)C=C(C1)N1C(C(CC1)C1=CC=CC=C1)=O)O 3-fluoro-2-hydroxy-5-(2-oxo-3-phenylpyrrolidin-1-yl)benzaldehyde